O1CC(C1)OC1=NC(=NC=C1C(F)(F)F)N[C@H]1C[C@H](CCC1)C1=NN=C2N1CCNC2 4-(oxetan-3-yloxy)-N-[(1R,3S)-3-(5,6,7,8-tetrahydro-[1,2,4]triazolo[4,3-a]pyrazin-3-yl)cyclohexyl]-5-(trifluoromethyl)pyrimidin-2-amine